3-(2-Methylbutan-2-yl)-1,2-oxazol-5-amine CC(C)(CC)C1=NOC(=C1)N